(R)-1-ethyl-3-(4-(trifluoromethyl)phenyl)-1,3,8-triazaspiro[4.6]undecane-2,4-dione C(C)N1C(N(C([C@@]12CCNCCC2)=O)C2=CC=C(C=C2)C(F)(F)F)=O